CSC(OC1C[C@@H](N(C[C@H]1C)C(C1=CC=CC=C1)=O)C1=CC=C(C=C1)F)=S O-[(2R,5R)-1-benzoyl-2-(4-fluorophenyl)-5-methyl-4-piperidyl] methylsulfanylmethanethioate